(±)-tert-butyl 3-(5-((2,4-dimethoxybenzyl)amino)-7-methoxy-[1,2,4]triazolo[1,5-c]quinazolin-2-yl)azepane-1-carboxylate COC1=C(CNC2=NC=3C(=CC=CC3C=3N2N=C(N3)[C@H]3CN(CCCC3)C(=O)OC(C)(C)C)OC)C=CC(=C1)OC |r|